(3-(piperidin-1-yl)propoxy)benzaldehyde N1(CCCCC1)CCCOC1=C(C=O)C=CC=C1